C(C)(C)(C)OC(=O)N1C(CCC1)C1=C(C(=C(C=C1)C=1N=C2SC3=C(N2C1)C=CC(=C3)Br)F)F (4-(7-bromobenzo[d]imidazo[2,1-b]thiazol-2-yl)-2,3-difluorophenyl)pyrrolidine-1-carboxylic acid tert-butyl ester